NC(C(=O)O)(CC=1N=CNC1)N1C=CC=C1 2-amino-3-(1H-imidazol-4-yl)-2-(pyrrol-1-yl)-propionic acid